NC1=NC(=NC(=C1C#N)NC1=CC(=C(C(=C1)OC)OCC1=CC=CC=C1)OC)SC 4-amino-6-(4-benzyloxy-3,5-dimethoxy-anilino)-2-methylsulfanyl-pyrimidine-5-carbonitrile